1-[5-[3-[(1R)-2,2-difluorocyclopropyl]triazol-4-yl]-3-pyridyl]-N-[(1R)-1-[3-(1,1-difluoro-2-hydroxy-ethyl)-2-fluoro-phenyl]ethyl]-6-oxo-pyridazine-3-carboxamide FC1([C@@H](C1)N1N=NC=C1C=1C=C(C=NC1)N1N=C(C=CC1=O)C(=O)N[C@H](C)C1=C(C(=CC=C1)C(CO)(F)F)F)F